SCCC(=O)O.SCCC(=O)O.SCCC(=O)O.OC(CC)(O)O tri-hydroxypropane tris(3-mercaptopropionate)